tert-butyl (2s)-2-(tert-butoxycarbonylamino)-4-[2-[1-(3-fluorophenyl)cyclobutyl]ethylsulfonimidoyl]butanoate C(C)(C)(C)OC(=O)N[C@H](C(=O)OC(C)(C)C)CCS(=O)(=N)CCC1(CCC1)C1=CC(=CC=C1)F